C1(=CC=CC=C1)C1=C(N=C(N=N1)C1=NC=CC=C1)NCC1=CC(=C(C=C1)C(C)(C)C)F 6-phenyl-N-[(4-(tert-butyl)-(3-fluorophenyl))methyl]-3-pyridin-2-yl-1,2,4-triazin-5-amine